C([C@@H]1[C@H]([C@@H]([C@H]([C@H](O1)O[C@@H](CC(=O)O)C(=O)O)NC(=O)[C@H](CS)N)O)O)O The molecule is a thiol that is the alpha-anomeric glycoside of L-cysteinyl-D-glucosamine with L-malic acid. It has a role as an antioxidant, a cofactor and a bacterial metabolite. It is a glycoside, a thiol and a monosaccharide derivative. It is a conjugate acid of a bacillithiol(1-).